2-((1R,3R,5S)-adamantan-1-yl)acetaldehyde C12(CC3CC(CC(C1)C3)C2)CC=O